[Na].[Cr].[Fe] iron-chromium sodium